2-((2-chloro-6-(2,2,2-trifluoroethyl)-5,6,7,8-tetrahydropyrido[4,3-d]pyrimidin-4-yl)oxy)-1-fluoro-5,6,8,9,10,11-hexahydro-7H-pyrido[3',4':4,5]pyrrolo[2,3-f]isoquinolin-7-one ClC=1N=C(C2=C(N1)CCN(C2)CC(F)(F)F)OC=2N=CC=1CCC3=C(C1C2F)NC2=C3C(NCC2)=O